6,7-bis(benzyloxy)-3-(tert-butyl)-3,4-dihydroisoquinoline C(C1=CC=CC=C1)OC=1C=C2CC(N=CC2=CC1OCC1=CC=CC=C1)C(C)(C)C